5,5-difluoro-5a-methyl-1,4,4a,5,5a,6-hexahydrocyclopropa[f]indazole-3-carboxamide FC1(C2CC=3C(=NNC3CC21C)C(=O)N)F